4-[6-(4-[5-chloro-2-fluoro-3-[(pyrrolidine-1-sulfonyl)amino]phenyl]-3-(pyridin-4-yl)pyrazol-1-yl)pyridin-3-yl]-2-methylpiperazine-1-carboxylate ClC=1C=C(C(=C(C1)C=1C(=NN(C1)C1=CC=C(C=N1)N1CC(N(CC1)C(=O)[O-])C)C1=CC=NC=C1)F)NS(=O)(=O)N1CCCC1